ClC1=C(C(=O)N[C@H](C(=O)O)CC2=CC=C(C=C2)N2C(N(C3=C2C(=CC(=C3)F)F)C)=O)C(=CC=C1)F (S)-2-(2-chloro-6-fluorobenzamido)-3-(4-(5,7-difluoro-3-methyl-2-oxo-2,3-dihydro-1H-benzo[d]imidazol-1-yl)phenyl)propanoic acid